[Cl-].ClC(C(C)(C)C)C=1NC=C[NH+]1 2-(1-chloro-2,2-dimethylpropyl)-1H-imidazol-3-ium chloride